4-[3-(2,6-Dichloro-4-imidazo[1,5-a]pyridin-7-ylbenzoyl)-2,4-dihydro-1,3-benzoxazin-8-yl]-5-fluoro-2-(3-oxa-8-azabicyclo[3.2.1]octan-8-yl)benzoic acid ClC1=C(C(=O)N2COC3=C(C2)C=CC=C3C3=CC(=C(C(=O)O)C=C3F)N3C2COCC3CC2)C(=CC(=C1)C1=CC=2N(C=C1)C=NC2)Cl